COC1=CC=C(OC2=NC(=NC(=N2)OC2=CC=C(C=C2)OC)OC2=CC=C(C=C2)OC)C=C1 2,4,6-tri-(4-methoxyphenoxy)-1,3,5-triazine